C(C)(=O)C1C(CCC1N)C(CC(=O)C)=O 5-acetyl-4-acetoacetylcyclopentylamine